C(C)OC=1N=C2C(=CC=NC2=CC1OC)OC1=CC=C(C=C1)NC(=O)C=1C(=NC=C(C1O)C1=CC=C(C=C1)F)C N-[4-[(6-ethoxy-7-methoxy-1,5-naphthyridin-4-yl)oxy]phenyl]-5-(4-fluorophenyl)-4-hydroxy-2-methylpyridine-3-carboxamide